3-methyl-mercaptopropionaldehyde CCC(C=O)S